ClC=1C=CC2=C(C=C(O2)C(=O)N[C@@H]2CC[C@H](CC2)NCC=2OC(=NN2)CC2=CC=C(C=C2)Cl)C1 trans-5-chloro-N-(4-(((5-(4-chlorobenzyl)-1,3,4-oxadiazol-2-yl)methyl)amino)cyclohexyl)benzofuran-2-carboxamide